ClC=1N=C(C2=C(N1)N=C(C=C2)Cl)N2C[C@H](N(CC2)C(=O)OC(C)(C)C)C tert-butyl (2R)-4-[2,7-dichloropyrido[2,3-d]pyrimidin-4-yl]-2-methylpiperazine-1-carboxylate